7-(5-bromo-4-methylpyridin-3-yl)-2-cyclobutyl-5,7-diazaspiro[3.4]octane-6,8-dione BrC=1C(=C(C=NC1)N1C(NC2(CC(C2)C2CCC2)C1=O)=O)C